(S)-tert-butyl 34-amino-28,35-dioxo-2,5,8,11,14,17,20,23,26-nonaoxa-29,36-diazatetracontan-40-oate N[C@@H](CCCCNC(COCCOCCOCCOCCOCCOCCOCCOCCOC)=O)C(NCCCC(=O)OC(C)(C)C)=O